NC1(CCN(CC1)C=1N=C2SC(=NN2C1CO)C1=C(C(=CC=C1)Cl)Cl)C (6-(4-amino-4-methylpiperidin-1-yl)-2-(2,3-dichlorophenyl)imidazo[2,1-b][1,3,4]thiadiazol-5-yl)methanol